1-[2-cyano-4-(trifluoromethyl)phenyl]-4-[4-(2-ethoxypyridin-3-yl)phenyl]-N-[(3R)-1-methylpyrrolidin-3-yl]piperidine-4-carboxamide phenyl-(3-(difluoromethyl)-4-fluorophenyl)carbamate C1(=CC=CC=C1)N(C(O)=O)C1=CC(=C(C=C1)F)C(F)F.C(#N)C1=C(C=CC(=C1)C(F)(F)F)N1CCC(CC1)(C(=O)N[C@H]1CN(CC1)C)C1=CC=C(C=C1)C=1C(=NC=CC1)OCC